C(C)(C)(C)OC(=O)N1CC(C1)[C@@H]1CN(CCC1)C1CC(C1)C(=O)OC (R)-3-(1-(3-(methoxycarbonyl)cyclobutyl)piperidin-3-yl)azetidine-1-carboxylic acid tert-butyl ester